N-(methyl)acryloyl-aziridine CC=CC(=O)N1CC1